(1-(t-butoxycarbonyl)-7'-(methyl-d3)-3',4'-dihydro-1'h-spiro[pyrrolidin-3,2'-[1,8]naphthyridine]-6'-yl)boronic acid C(C)(C)(C)OC(=O)N1CC2(NC3=NC(=C(C=C3CC2)B(O)O)C([2H])([2H])[2H])CC1